4-(1-carbamimidoyl-1,2,3,6-tetrahydropyridin-4-yl)-N-(4-(1-carbamimidoyl-1,2,3,6-tetrahydropyridin-4-yl)-3-fluorophenyl)-3-fluorobenzamide C(N)(=N)N1CCC(=CC1)C1=C(C=C(C(=O)NC2=CC(=C(C=C2)C=2CCN(CC2)C(N)=N)F)C=C1)F